ClC=1C=C(C=NC1Cl)NC(=O)[C@@H]1[C@@H]2[C@H]3C[C@H]3[C@H]([C@H]1C1=C(C(=NC=C1)F)F)O2 (1R,2R,4S,5S,6S,7R)-N-(5,6-dichloropyridin-3-yl)-7-(2,3-difluoropyridin-4-yl)-8-oxatricyclo[3.2.1.02,4]octane-6-carboxamide